(2E)-methyl 2-{2-[({[(2e,3e)-4-(4-chlorophenyl) but-3-en-2-ylidene]-amino} oxy) methyl] phenyl}-3-methoxyprop-2-enoate ClC1=CC=C(C=C1)/C=C/C(/C)=N/OCC1=C(C=CC=C1)/C(/C(=O)OC)=C\OC